CC=1C=C(C=CC1N)C1=CC(=CC(=C1)C1=CC(=C(C=C1)N)C)C1=CC(=C(C=C1)N)C 1,3,5-tri(3-methyl-4-aminophenyl)benzene